6-methyl-4-(((trifluoromethyl)sulfonyl)oxy)-3,6-dihydropyridine-1(2H)-carboxylic acid CC1C=C(CCN1C(=O)O)OS(=O)(=O)C(F)(F)F